CS(=O)(=O)OCC1=CC=C(C=C1)N1CC2(C1)CN(C2)C=2C=NC(=CC2)NC=2N=CC1=C(N2)N(C(C(=C1C)C(C)=O)=O)C1CCCC1 4-(6-(6-((6-acetyl-8-cyclopentyl-5-methyl-7-oxo-7,8-dihydropyrido[2,3-d]pyrimidin-2-yl)amino)pyridin-3-yl)-2,6-diazaspiro[3.3]heptan-2-yl)benzyl methanesulfonate